N4,N4-diphenyl-[1,1'-biphenyl]-4,4'-diamine C1(=CC=CC=C1)N(C1=CC=C(C=C1)C1=CC=C(C=C1)N)C1=CC=CC=C1